[Bi].OC[C@@H](CC(C)C)NC1=NC(=NC(=N1)C[C@H](C)C1=CC(=C(C(=C1)F)F)F)CS(=O)(=O)N (4-(((R)-1-hydroxy-4-methylpent-2-yl)amino)-6-((S)-2-(3,4,5-trifluorophenyl)propyl)-1,3,5-triazin-2-yl)methanesulfonamide bismuth